5-(5-(6-ethoxy-1H-pyrazolo[3',4':3,4]pyrazolo[1,5-a]pyridin-4-yl)pyridin-2-yl)-2,5-diazabicyclo[2.2.2]octane-2-carboxylate C(C)OC=1C=C(C=2N(C1)N=C1C2C=NN1)C=1C=CC(=NC1)N1C2CN(C(C1)CC2)C(=O)[O-]